C1(CCCCC1)P(CCNCCP(C1CCCCC1)C1CCCCC1)C1CCCCC1 bis(2-di-cyclohexylphosphinoethyl)amine